C12CC(C=CC1C2(C)C)C 4-Carene